5-bromo-N-(3-(6-(hydrazinecarbonyl)-2-(pyridin-2-yl)-3H-imidazo[4,5-c]pyridin-3-yl)cyclohexyl)thiophene-2-carboxamide BrC1=CC=C(S1)C(=O)NC1CC(CCC1)N1C(=NC2=C1C=NC(=C2)C(=O)NN)C2=NC=CC=C2